ClC=1C(=NC(=NC1)N[C@H]1CN(CC1)CCN1CCC(CC1)N1CC(C1)C1=CC=C(C=C1)N1C(NC(CC1)=O)=O)C1=CNC2=CC=CC=C12 (R)-1-(4-(1-(1-(2-(3-((5-chloro-4-(1H-indol-3-yl)pyrimidin-2-yl)amino)pyrrolidin-1-yl)ethyl)piperidin-4-yl)azetidin-3-yl)phenyl)dihydropyrimidine-2,4(1H,3H)-dione